The molecule is a tripeptide composed of L-phenylalanine, L-alanine, and L-aspartic acid joined by peptide linkages. It has a role as a metabolite. It derives from a L-phenylalanine, a L-alanine and a L-aspartic acid. C[C@@H](C(=O)N[C@@H](CC(=O)O)C(=O)O)NC(=O)[C@H](CC1=CC=CC=C1)N